(7-(naphthalen-2-yl)-7H-benzo[c]carbazol-10-yl)boronic acid C1=C(C=CC2=CC=CC=C12)N1C=2C=CC(=CC2C=2C3=C(C=CC12)C=CC=C3)B(O)O